CS(=O)(=O)N1CC2=C(C1)CN(C2)CC=CS(=O)(=O)N 3-(5-(methylsulfonyl)-3,4,5,6-tetrahydropyrrolo[3,4-c]pyrrol-2(1H)-yl)prop-1-ene-1-sulfonamide